N1=CC(=CC=C1)C1=CC=C2C(=N1)NC1=C2C=NC=C1 2-(pyridin-3-yl)-9H-pyrrolo[2,3-b:4,5-c']dipyridine